NC1(CC1)C(=O)N1CCC2(C[C@H]2C2=CC=C(C=C2)C2=CC=C(C=C2)C(=O)OC(C)(C)C)CC1 tert-butyl (R)-4'-(6-(1-aminocyclopropane-1-carbonyl)-6-azaspiro[2.5]octan-1-yl)-[1,1'-biphenyl]-4-carboxylate